2-{4-[(dimethylamino)methyl]-3-fluorophenyl}-5-fluoro-2H-indazole-7-carboxamide trifluoroacetate FC(C(=O)O)(F)F.CN(C)CC1=C(C=C(C=C1)N1N=C2C(=CC(=CC2=C1)F)C(=O)N)F